NC1=NC=2C=CC(=CC2C2=C1COC2)C(=O)N(C(C)(C)C2=CC=C(C=C2)C(F)(F)F)CC 4-amino-N-ethyl-N-(2-(4-(trifluoromethyl)phenyl)-2-propanyl)-1,3-dihydrofuro[3,4-c]quinoline-8-carboxamide